2-((1-(2-cyano-7-methyl-3-(3-(1-methyl-1H-pyrazol-3-yl)-8-azabicyclo[3.2.1]octan-8-yl)quinoxalin-5-yl)ethyl)amino)benzoic acid C(#N)C1=NC2=CC(=CC(=C2N=C1N1C2CC(CC1CC2)C2=NN(C=C2)C)C(C)NC2=C(C(=O)O)C=CC=C2)C